C(CCCCCCCCC)[N+](CCCS(=O)(=O)O)(C)C Decyldimethyl(3-sulfopropyl)ammonium